C(CCCCC)(=O)O.N[C@@H](CCCCN)C(=O)O lysine caproate